ClC1=CC=C(C=C1)C=1C(N(C(=NC1C1=CC=NC=C1)SC)C)=O 5-(4-chlorophenyl)-3-methyl-2-(methylthio)-6-(pyridin-4-yl)pyrimidin-4(3H)-one